glutaraldehyde, sodium salt [Na].C(CCCC=O)=O